(S)-7-((3-(8-aminopyrimidino[5,4-d]pyrimidin-2-yl)phenyl)ethynyl)-6,7-dihydro-5H-cyclopenta[b]pyridin-7-ol NC1=NC=NC2=C1N=C(N=C2)C=2C=C(C=CC2)C#C[C@]2(CCC=1C2=NC=CC1)O